methyl 5-bromo-2-ethoxyisonicotinate BrC1=CN=C(C=C1C(=O)OC)OCC